(±)-3-methyl-1-penten-3-ol CCC(C)(C=C)O